methyl 8-(4-(((S)-1-(((S)-1-((4-(bromomethyl) phenyl) amino)-1-oxo-5-ureidopentyl-2-yl) amino)-3-methyl-1-oxobutyl-2-yl) amino)-4-oxobutanoyl)-8-azabicyclo[3.2.1]octane-3-carboxylate BrCC1=CC=C(C=C1)NC(C(CCCNC(=O)N)=NC(C(C(C)C)=NC(CCC(=O)N1C2CC(CC1CC2)C(=O)OC)=O)=O)=O